2,2-DIMETHYL-5-VINYL-[1,3]DIOXOLANE-4-CARBALDEHYDE CC1(OC(C(O1)C=O)C=C)C